5-bromo-4-chloro-6-(trifluoromethyl)-1H-indazole BrC=1C(=C2C=NNC2=CC1C(F)(F)F)Cl